1-((tributylstannyl)methoxy)propane-2-amine C(CCC)[Sn](CCCC)(CCCC)COCC(C)N